(2S,4R)-N-((R)-1-(4-carbamimidoylthiophen-2-yl)ethyl)-1-((9,9-difluoro-9H-fluorene-2-carbonyl)glycyl)-4-(methylsulfonyl)pyrrolidine-2-carboxamide C(N)(=N)C=1C=C(SC1)[C@@H](C)NC(=O)[C@H]1N(C[C@@H](C1)S(=O)(=O)C)C(CNC(=O)C1=CC=2C(C3=CC=CC=C3C2C=C1)(F)F)=O